4-oxo-4-pyrrolidin-1-ylbutyric acid O=C(CCC(=O)O)N1CCCC1